FC=1C=C(C(=O)NCC2CCC(CC2)N2N=C3C=C(C=CC3=C2)C=2SC=CN2)C=C(C1O)F 3,5-difluoro-4-hydroxy-N-({(1r,4r)-4-[6-(1,3-thiazol-2-yl)-2H-indazol-2-yl]cyclohexyl}methyl)benzamide